[Fe](Cl)Cl.C(Cl)Cl methylene chloride iron dichloride